[N+](=O)([O-])C1=CC=C(C=C1)S(=O)(=O)N(CC=1C=NNC1)CCC 4-nitro-N-propyl-N-(1H-pyrazol-4-ylmethyl)benzenesulfonamide